[1,3-bis(2,6-diisopropylphenyl)imidazol-2-ylidene]palladium (II) chloride C(C)(C)C1=C(C(=CC=C1)C(C)C)N1C(N(C=C1)C1=C(C=CC=C1C(C)C)C(C)C)=[Pd-]Cl